tert-butyl (S)-2-methylpiperazine-1-carboxylate C[C@@H]1N(CCNC1)C(=O)OC(C)(C)C